4-bromo-1,3-dimethyl-1H-pyrazole-5-carboxylic acid ethyl ester C(C)OC(=O)C1=C(C(=NN1C)C)Br